dihydroxy-3'-methylpropiophenone OC(C(=O)C1=CC(=CC=C1)C)(C)O